OC1N(C2=C(C(N3CC4=CC=CC=C4C[C@H]31)=O)C=C(C(=C2)OCC2=CC(=CC=C2)CC(=O)OC)OC)C(=O)OCC=C allyl (6aS)-6-hydroxy-2-methoxy-3-((3-(2-methoxy-2-oxoethyl)benzyl)-oxy)-14-oxo-6,6a,7,12-tetrahydrobenzo[5,6][1,4]diazepino[1,2-b]isoquinoline-5(14H)-carboxylate